N1C=CC=2C1=NC=C(C2)OC2=CC=C(C=C2)NC(=O)NC2=CC(=C(C=C2)Cl)C(F)(F)F 1-(4-((1H-pyrrolo[2,3-b]pyridin-5-yl)oxy)phenyl)-3-(4-chloro-3-trifluoromethylphenyl)urea